N,N-dimethyl-1-[4-(6-phenyl-1H-imidazo[4,5-g]quinoxalin-7-yl)phenyl]methanamine CN(CC1=CC=C(C=C1)C=1C(=NC=2C=C3C(=CC2N1)NC=N3)C3=CC=CC=C3)C